1-hydroxyethane-1,1-bisphosphonate OC(C)(P([O-])(=O)[O-])P([O-])(=O)[O-]